4-amino-N-((3S)-6-cyclopropyl-2,3-dihydro-1-benzofuran-3-yl)-N,1-dimethyl-1H-pyrazolo[4,3-c]quinoline-8-carboxamide NC1=NC=2C=CC(=CC2C2=C1C=NN2C)C(=O)N(C)[C@@H]2COC1=C2C=CC(=C1)C1CC1